C(C)OB(O)O Ethyl-boric acid